C1(=CC=CC=C1)C=1C=CC=2N(C3=CC=C(C=C3C2C1)C1=CC=CC=C1)C1C=C(C#N)C(=C(C1(C#N)N1C2=CC=C(C=C2C=2C=C(C=CC12)C1=CC=CC=C1)C1=CC=CC=C1)N1C2=CC=C(C=C2C=2C=C(C=CC12)C1=CC=CC=C1)C1=CC=CC=C1)N1C2=CC=C(C=C2C=2C=C(C=CC12)C1=CC=CC=C1)C1=CC=CC=C1 3,4,5,6-tetrakis(3,6-diphenyl-9-carbazolyl)-terephthalonitrile